C1(=CC=CC=2SC3=CC=CC=C3SC12)C1=C(C=CC=C1)C=1C=C(C=CC1)C1=C(C=CC(=C1)N1C2=CC=CC=C2C=2C=CC=CC12)N1C2=CC=CC=C2C=2C=CC=CC12 9,9'-(2''-(thianthren-1-yl)-[1,1':3',1''-terphenyl]-2,5-diyl)bis(9H-carbazole)